8-methoxy-1,3,6,8-tetramethoxy-2,7-dimethyl-4-octene COC(C(C(C=CC(C(COC)C)OC)OC)C)OC